NC1=C(C=CC(=C1)[As]1SCCS1)O 2-amino-4-(1,3,2-dithiarsolan-2-yl)phenol